5-(4-nitrophenyl)thiophene-3-carboxylic acid [N+](=O)([O-])C1=CC=C(C=C1)C1=CC(=CS1)C(=O)O